1-(((R)-7-((R)-3-cyclobutyl-2-methylpropanoyl)-10-hydroxy-7-azaspiro[4.5]decan-10-yl)methyl)-4-phenyl-5-(piperazine-1-carbonyl)pyridin-2(1H)-one C1(CCC1)C[C@H](C(=O)N1CC2(CCCC2)[C@@](CC1)(O)CN1C(C=C(C(=C1)C(=O)N1CCNCC1)C1=CC=CC=C1)=O)C